N12CC(C(CC1)CC2)N(C(=O)OCCN(CC=2C(=NC=CC2)Cl)CC2=CC=CC=C2)[C@H]2C(CC1=CC(=C(C=C21)F)C2=CC(=C(C(=C2)C)OC)C)(C)C 2-(benzyl-((2-chloropyridin-3-yl)methyl)amino)ethanol (S)-quinuclidin-3-yl-(6-fluoro-5-(4-methoxy-3,5-dimethylphenyl)-2,2-dimethyl-2,3-dihydro-1H-inden-1-yl)carbamat